C1(CC1)NC(NC=1C=C2C(=NNC2=CC1)C(=O)N)=O 5-(3-cyclopropylureido)-1H-indazole-3-carboxamide